8-methyl-5,6,7,8-tetrahydroimidazo[1,5-a]pyrazine CC1C=2N(CCN1)C=NC2